3-[2-[(tert-butoxycarbonylamino)methyl]-5-(4-methylthiazol-5-yl)phenyl]propyl 4-methylbenzenesulfonate CC1=CC=C(C=C1)S(=O)(=O)OCCCC1=C(C=CC(=C1)C1=C(N=CS1)C)CNC(=O)OC(C)(C)C